C(C)N1C(=NN=C1)[C@H](C1(COC1)C=1C=C(C=CC1)N1C(C2=CC=CC(=C2C1)C(F)(F)F)=O)F (S)-2-(3-(3-((4-ethyl-4H-1,2,4-triazol-3-yl)fluoromethyl)oxetan-3-yl)phenyl)-4-(trifluoromethyl)isoindolin-1-one